3-amino-2,3,6-trideoxy-L-glucose N[C@@H](CC=O)[C@@H](O)[C@@H](O)C